Methyl 6-amino-2-chloropyrimidine-4-carboxylate NC1=CC(=NC(=N1)Cl)C(=O)OC